ethyl (2E)-3-{3-[3-([1,1'-biphenyl]-3-yl)-1-methoxy-1-oxopropan-2-yl]-2-methoxypyridin-4-yl}propa-2-enoate C1(=CC(=CC=C1)CC(C(=O)OC)C=1C(=NC=CC1/C=C/C(=O)OCC)OC)C1=CC=CC=C1